N(=N[K])[K] azopotassium